1-(1-methyl-5-((6-(tetrahydro-2H-pyran-4-yl)-2,6-diazaspiro[3.3]heptan-2-yl)sulfonyl)-1H-pyrazol-3-yl)ethan-1-one CN1N=C(C=C1S(=O)(=O)N1CC2(C1)CN(C2)C2CCOCC2)C(C)=O